C1=CC=C(C=C1)CC2=C(N=CC=C2)C(=O)N benzylpicolinamide